C(C)(C)C1=C(C(=O)OC)C=C(C(=C1)C)C1=NN=C(N1)COC methyl 2-isopropyl-5-(5-(methoxymethyl)-4H-1,2,4-triazol-3-yl)-4-methylbenzoate